NC1=NC(=NC(=C1C1=C(C(=CC=C1)Cl)Cl)C#N)N1CCC2(CC1)[C@@H](C1=C(C=NC=C1)C2)N[S@](=O)C(C)(C)C (R)-N-((5S)-1'-(4-amino-6-cyano-5-(2,3-dichlorophenyl)pyrimidin-2-yl)-5,7-dihydrospiro[cyclopenta[c]pyridine-6,4'-piperidine]-5-yl)-2-methylpropane-2-sulfinamide